5,7-dichloro-2-(methylthio)pyrido[4,3-d]pyrimidin-4(3H)-one ClC1=NC(=CC=2N=C(NC(C21)=O)SC)Cl